(1S,4S)-2-oxa-5-azabicyclo[2.2.1]heptane hydrochloride Cl.[C@@H]12OC[C@@H](NC1)C2